C1(CC1)N1C=C2C(=NN=C(C2=CC1=O)C)N[C@H](C)C1=C(C(=CC=C1)C(F)F)F (R)-6-cyclopropyl-4-((1-(3-(difluoromethyl)-2-Fluorophenyl)ethyl)amino)-1-methylpyrido[3,4-d]pyridazin-7(6H)-one